7-[2-[(1S,5R)-3-methyl-3-azabicyclo[3.1.0]hexane-1-yl]ethynyl]-6-nitro-N-(4-phenoxyphenyl)quinazolin-4-amine CN1C[C@]2(C[C@H]2C1)C#CC1=C(C=C2C(=NC=NC2=C1)NC1=CC=C(C=C1)OC1=CC=CC=C1)[N+](=O)[O-]